(3R,4S)-3-cyclopropyl-1-[6-[1-(3,3-difluorocyclobutyl)pyrazol-4-yl]pyrazolo[1,5-a]pyrazin-4-yl]-4-methyl-2-oxopyrrolidine-3-carbonitrile C1(CC1)[C@]1(C(N(C[C@H]1C)C=1C=2N(C=C(N1)C=1C=NN(C1)C1CC(C1)(F)F)N=CC2)=O)C#N